3-fluoro-5-(5-((((1aR,6bR)-5-fluoro-1a,6b-dihydro-1H-cyclopropa[b]benzofuran-6-yl)methyl)amino)-[1,2,4]triazolo[4,3-c]pyrimidin-8-yl)benzo[b]thiophene 1,1-dioxide FC=1C2=C(S(C1)(=O)=O)C=CC(=C2)C=2C=1N(C(=NC2)NCC2=C(C=CC3=C2[C@@H]2[C@H](O3)C2)F)C=NN1